C(C=C)(=O)OCCCCCCCCCCCCCCCCC[SiH2]C(Cl)Cl acryloxyheptadecyldichloromethylsilane